IC1CCCC2=CC=C(C=C12)OC 1-iodo-7-methoxy-1,2,3,4-tetrahydronaphthalene